tert-butyl 3-(2-ethoxy-2-oxoethylidene)cyclobutane-1-carboxylate C(C)OC(C=C1CC(C1)C(=O)OC(C)(C)C)=O